C(C)N1CSC2=C1C=CC=C2 3-ethyl-benzothiazoline